C(C)NC(\C=C/C(=O)O)=O maleic acid-N-monoEthylamide